lanthanum-boron [B].[La]